OC1COC(=C(C1=O)OC(C(C)C)=O)C 2,3-dihydro-3-hydroxy-5-isobutyryloxy-6-methyl-4H-pyran-4-one